mono-(2-fluoroethyl) phosphate P(=O)(OCCF)([O-])[O-]